6-methyl-2-morpholino-9-pyrazol-1-yl-4-(4-pyridylamino)pyrimido[5,4-c]quinolin-5-one CN1C(C2=C(C=3C=C(C=CC13)N1N=CC=C1)N=C(N=C2NC2=CC=NC=C2)N2CCOCC2)=O